4-((cyclopropylmethyl)amino)-1-(tetrahydro-2H-pyran-2-yl)-1H-pyrazole-3-carboxylic acid ethyl ester C(C)OC(=O)C1=NN(C=C1NCC1CC1)C1OCCCC1